N-(3-bromo-5-nitrophenyl)-N-tert-butoxycarbonyl-carbamic acid tert-butyl ester C(C)(C)(C)OC(N(C(=O)OC(C)(C)C)C1=CC(=CC(=C1)[N+](=O)[O-])Br)=O